C(CC)(=O)OCC=O OXOETHYL PROPIONATE